methyl (5-(6-amino-2-mercapto-9H-purin-9-yl)-4-hydroxytetrahydrofuran-2-yl) phosphate P(=O)(OC)(OC1OC(C(C1)O)N1C2=NC(=NC(=C2N=C1)N)S)[O-]